2-(4-cyclobutylphenyl)-N-hydroxyacetamidine C1(CCC1)C1=CC=C(C=C1)CC(=N)NO